C1(CCC1)\C=C/1\[C@H]2[C@@H]([C@@H]([C@@H]1CC2)NC(C2=C(C=CC(=C2)C2=NOC(C2)CO)OC)=O)C(=O)NC2=CC(=C(C=C2)F)C(F)(F)F (1R,2S,3R,4R,Z)-7-(cyclobutylmethylene)-N-(4-fluoro-3-(trifluoromethyl)phenyl)-3-(5-(5-(hydroxymethyl)-4,5-dihydroisoxazol-3-yl)-2-methoxybenzamido)bicyclo[2.2.1]heptane-2-carboxamide